(2R)-benzyl 3-(4-cyanophenyl)-2-hydroxypropionate C(#N)C1=CC=C(C=C1)C[C@H](C(=O)OCC1=CC=CC=C1)O